[K].N1=C(N=CC=C1)O pyrimidineol potassium salt